((ethylphosphinediyl)bis(methylene))bis(diethyl-phosphine) C(C)P(CP(CC)CC)CP(CC)CC